C(C)OC(=O)C1=NN(C=2C(N(CCC21)C2=CC=C1CCN(C(C1=C2)=O)C)=O)COCC[Si](C)(C)C 6-(2-methyl-1-oxo-3,4-dihydroisoquinolin-7-yl)-7-oxo-1-(2-trimethylsilylethoxymethyl)-4,5-dihydropyrazolo[3,4-C]pyridine-3-carboxylic acid ethyl ester